methyl 4,5-diphenyl-2-oxazolepropanoate hydrochloride Cl.C1(=CC=CC=C1)C=1N=C(OC1C1=CC=CC=C1)CCC(=O)OC